(+/-)-((trans)-8-methoxy-2-(6-methoxypyridin-3-yl)-3-methyl-2,3-dihydrobenzo[b][1,4]dioxin-6-yl)methan-d2-amine COC1=CC(=CC2=C1O[C@H]([C@@H](O2)C)C=2C=NC(=CC2)OC)C(N)([2H])[2H] |r|